2-methyl-butanediol CC(C(O)O)CC